C1(CC1)NC(C([C@H](C[C@H]1C(NC2(CC2)C1)=O)NC(=O)[C@H]1N(C[C@H]2[C@@H]1CCC2)C(=O)OC(C)(C)C)O)=O |o1:8| tert-butyl (1S,3aR,6aS)-1-(((2S)-4-(cyclopropylamino)-3-hydroxy-4-oxo-1-((R*)-5-oxo-4-azaspiro[2.4]heptan-6-yl)butan-2-yl)carbamoyl)hexahydrocyclopenta[c]pyrrole-2(1H)-carboxylate